C(N)(=O)C1=NC=C2N1C=CC(=C2)C=2C=C(C(=O)OC)C=CC2C(F)(F)F Methyl 3-(3-carbamoylimidazo[1,5-a]pyridin-7-yl)-4-(trifluoromethyl)benzoate